N1(CCC1)[C@H]1CN(CC1)C=1C=CC(=NC1)N1C=NC(=C1)NC=1N=CC(=NC1)C#N (R)-5-((1-(5-(3-(Azetidin-1-yl)pyrrolidin-1-yl)pyridin-2-yl)-1H-imidazol-4-yl)amino)pyrazine-2-carbonitrile